2-amino-4-(5-bromo-2-fluorophenyl)-6-(piperidin-1-yl)pyridine-3,5-dinitrile NC1=NC(=C(C(=C1C#N)C1=C(C=CC(=C1)Br)F)C#N)N1CCCCC1